propylene glycol di-isostearate C(CCCCCCCCCCCCCCC(C)C)(=O)OCC(C)OC(CCCCCCCCCCCCCCC(C)C)=O